t-butyliminotris(dimethylamino)phosphorane C(C)(C)(C)N=P(N(C)C)(N(C)C)N(C)C